ClC1=C(C(=CC=C1Cl)O)[C@H]1C[C@@H]2N(C(CN(C2)C(=O)OC2=CC=C(C=C2)[N+](=O)[O-])=O)C1 4-nitrophenyl (7R,8aS)-7-(2,3-dichloro-6-hydroxyphenyl)-4-oxo-hexahydropyrrolo[1,2-a]pyrazine-2-carboxylate